Cl.Cl.FC1=C(C=CC(=C1)C=1C=2N(C=C(N1)N1CCN(CC1)C)N=CC2)C(C2=C(C=C(C=C2)C=2C=1N(C=C(N2)N2CCN(CC2)C)N=CC1)F)N bis(2-fluoro-4-(6-(4-methylpiperazin-1-yl)pyrazolo[1,5-a]pyrazin-4-yl)phenyl)methylamine dihydrochloride